(±)-trans-N-(3-benzyl-phenyl)-4-phenylpyrrolidine-3-carboxamide C(C1=CC=CC=C1)C=1C=C(C=CC1)NC(=O)[C@@H]1CNC[C@H]1C1=CC=CC=C1 |r|